tert-butyl 7-(2-{[4-(cyanomethyl) phenyl] amino}-5H,6H,7H,8H-pyrido[3,4-d]pyrimidin-7-yl)-8-methyl-1H,2H,3H-pyrido[2,3-b][1,4]oxazine-1-carboxylate C(#N)CC1=CC=C(C=C1)NC=1N=CC2=C(N1)CN(CC2)C2=C(C1=C(OCCN1C(=O)OC(C)(C)C)N=C2)C